N1(CCC=2C=NC=CC21)C2=C1N=CN(C1=NC(=N2)C2=NC(=CC=C2)C)CC2=CC=C(C=C2)OC 6-(2,3-dihydro-1H-pyrrolo[3,2-c]pyridin-1-yl)-9-(4-methoxybenzyl)-2-(6-methylpyridin-2-yl)-9H-purine